FC(C=1C(=CC(=NC1)NC=1C(=NN(C1)C1CCN(CC1)C)C)NCCCN1CCOCCC1=O)F 4-(3-((5-(difluoromethyl)-2-((3-methyl-1-(1-methylpiperidin-4-yl)-1H-pyrazol-4-yl)amino)pyridin-4-yl)amino)propyl)-1,4-oxazepan-5-one